C(C)(C)(C)OC(=O)N[C@H](C(=O)O)C1CCCCCC1 (S)-2-((tert-butoxycarbonyl)amino)-2-cycloheptylacetic acid